[Si](C1=CC=CC=C1)(C1=CC=CC=C1)(C(C)(C)C)OCC1N(C(=CCC1(C)C)C1=NC=C(C=N1)OC(C)C)C(=O)OC(C)(C)C tert-butyl 2-[[tert-butyl(diphenyl)silyl]oxymethyl]-6-(5-isopropoxypyrimidin-2-yl)-3,3-dimethyl-2,4-dihydropyridine-1-carboxylate